copper indium sulfur [S].[In].[Cu]